BrC1=CC(=C(C=C1F)N1CC2COCCN2CC1)[N+](=O)[O-] 8-(4-bromo-5-fluoro-2-nitrophenyl)octahydropyrazino[2,1-c][1,4]Oxazine